C(C)(C)(C)[Si](Cl)(C)C tert-butyldimethyl-Chlorosilane